O1CCN(CC1)C=1C=NC=2C=CC(=C(C2N1)C#N)NC=1C=NC(=CC1)NCC1=CC=C(C=C1)C(F)(F)F 3-morpholino-6-((6-((4-(trifluoromethyl)benzyl)amino)pyridin-3-yl)amino)quinoxaline-5-carbonitrile